C1=CC=CC=2C=CC=3N(C=4C=CC=CC4SC3C21)C2=CC=C(C=C2)N(C2=CC=C(C=C2)N)C2=CC=C(C=C2)N N1-(4-(7H-benzo[c]phenothiazin-7-yl)phenyl)-N1-(4-aminophenyl)benzene-1,4-diamine